S-(dimethylarsino)-3-mercapto-1,2-propyl di-2-chloro-2-phenylacetate C[As](C)SCC(COC(=O)C(C1=CC=CC=C1)Cl)OC(=O)C(C2=CC=CC=C2)Cl